BrC1=CC=CC(=N1)NC(CN(C(CN1N=C(C2=CC(=CC=C12)NC(=O)N1CC(CCC1)(F)F)C(=O)N)=O)C(C)C)=O 1-(2-((2-((6-bromopyridin-2-yl)amino)-2-oxoethyl)(isopropyl)amino)-2-oxoethyl)-5-(3,3-difluoropiperidine-1-carboxamido)-1H-indazole-3-carboxamide